O.N1C(CNC(C1)=O)=O piperazine-2,5-dione monohydrate